(2R,3aR,4S,9bS)-2-Ethyl-4-(4-hydroxy-phenyl)-1,2,3,3a,4,9b-hexahydro-cyclopenta[c]chromen-8-ol C(C)[C@@H]1C[C@H]2[C@H]([C@H](OC=3C=CC(=CC23)O)C2=CC=C(C=C2)O)C1